ClC1=CC(=C(C=C1C#N)NS(=O)(=O)C=1C=C(C(=O)O)C=CC1C1CC1)OC1CCC12CCC2 3-(N-(4-chloro-5-cyano-2-(spiro[3.3]hept-1-yloxy)phenyl)sulfamoyl)-4-cyclopropylbenzoic acid